3-(4-bromo-3-hydroxybenzyl)-2-butyl-1,3-diazaspiro[4.4]non-1-en-4-one BrC1=C(C=C(CN2C(=NC3(C2=O)CCCC3)CCCC)C=C1)O